(S)-2-((((9H-fluoren-9-yl)methoxy)carbonyl)amino)-3-(2-(bis(tert-butoxycarbonyl)amino)pyrimidin-4-yl)propanoic acid C1=CC=CC=2C3=CC=CC=C3C(C12)COC(=O)N[C@H](C(=O)O)CC1=NC(=NC=C1)N(C(=O)OC(C)(C)C)C(=O)OC(C)(C)C